2-[1-(2-Chloro-5-methoxy-pyridin-4-yl)-azetidin-3-yl]-1-(9-methyl-1,3,5,6,7,8-hexahydro-pyrrolo[3,4-b][1,7]naphthyridin-2-yl)-ethanone ClC1=NC=C(C(=C1)N1CC(C1)CC(=O)N1CC2=NC=3CNCCC3C(=C2C1)C)OC